NC1=C(C=CC(=C1)Cl)C1=C(N=C(N1C)CC1=CC(=C(C=C1)F)F)C(=O)OCC ethyl 5-(2-amino-4-chlorophenyl)-2-(3,4-difluorobenzyl)-1-methyl-1H-imidazole-4-carboxylate